2-[4-[4-[[(3RS)-2,6-Dioxo-3-piperidyl]amino]phenyl]cyclohexyl]acetic acid Methyl-2-[4-[4-[[(3RS)-2,6-dioxo-3-piperidyl]amino]phenyl]cyclohexyl]acetate COC(CC1CCC(CC1)C1=CC=C(C=C1)N[C@H]1C(NC(CC1)=O)=O)=O.O=C1NC(CC[C@H]1NC1=CC=C(C=C1)C1CCC(CC1)CC(=O)O)=O |r|